(2S,3S,4R)-ethyl 4-(((benzyloxy)carbonyl)amino)-2-ethyl-3-methyl-1,2,3,4-tetrahydroquinoline-6-carboxylate C(C1=CC=CC=C1)OC(=O)N[C@@H]1[C@H]([C@@H](NC2=CC=C(C=C12)C(=O)OCC)CC)C